O1CCC2=C1C(=CC=C2)CCCN2CCC(CC2)N2CC(N(C1=CC=CC=C21)C)=O 4-(1-(3-(2,3-Dihydrobenzofuran-7-yl)propyl)piperidin-4-yl)-1-methyl-3,4-dihydroquinoxalin-2(1H)-one